ClC1=CC(=C(C=C1)C1=NC(=CC2=C1N=C1N(C2=O)CCC1)N1C[C@@H](OCC1)C=1C=NN(C1)C)F (S)-1-(4-chloro-2-fluorophenyl)-3-(2-(1-methyl-1H-pyrazol-4-yl)morpholino)-8,9-dihydropyrido[3,4-d]pyrrolo[1,2-a]pyrimidin-5(7H)-one